COC1=C(C=C(C=C1)C=1N=C2N(C(C1)=O)C=C(C=C2)N2C[C@@H](NCC2)C)OC(F)(F)F 2-[4-methoxy-3-(trifluoromethoxy)phenyl]-7-[(3S)-3-methylpiperazin-1-yl]-4H-pyrido[1,2-a]pyrimidin-4-one